C12(C3C4C(CC3C(CC1)C2)O4)OC(C=C)=O acrylic acid-3,4-epoxytricyclo[5.2.1.02,6]Decyl ester